C1(CC1)C1=CC(=NN1CC1=CC=C(C=C1)OC)C(=O)OCC Ethyl 5-Cyclopropyl-1-[(4-methoxyphenyl)methyl]pyrazole-3-carboxylate